2-(acetamidomethyl)-4-(1-(tert-butoxycarbonyl)-4,4-difluoropiperidin-3-yl)pyridine 1-oxide C(C)(=O)NCC1=[N+](C=CC(=C1)C1CN(CCC1(F)F)C(=O)OC(C)(C)C)[O-]